CC=1C(=NC=CC1)NC1=NC(=NS1)C1=CC=C(C=N1)OC1CCN(CC1)C(C)=O 1-(4-(6-(5-(3-methyl-pyridin-2-ylamino)-1,2,4-thiadiazol-3-yl)pyridin-3-yloxy)piperidin-1-yl)ethanone